2-Ethylsulfanyl-N-[(3-fluorophenyl)-methyl]-4-methyl-6-(1,2,3,4-tetrahydro-quinolin-1-yl)-pyridine-3-carboxylic acid amide C(C)SC1=NC(=CC(=C1C(=O)NCC1=CC(=CC=C1)F)C)N1CCCC2=CC=CC=C12